methylbenzoylphenylphosphine CP(C1=CC=CC=C1)C(C1=CC=CC=C1)=O